4-(2-(bis(4-aminophenyl)amino)ethyl)aniline NC1=CC=C(C=C1)N(CCC1=CC=C(N)C=C1)C1=CC=C(C=C1)N